propyl 1,4-dimethylpiperidine-4-carboxylate CN1CCC(CC1)(C(=O)OCCC)C